3,6-dioxaoctanediamine C(COCCOCC)(N)N